2-(5-(pyrrolidin-3-yl)-4H-1,2,4-triazol-3-yl)pyridine TFA salt OC(=O)C(F)(F)F.N1CC(CC1)C=1NC(=NN1)C1=NC=CC=C1